C(#N)C1=NN2C(NC(=C(C2C2=CC=C(C=C2)C(F)(F)F)C(=O)NC=2C=C3C=NNC3=CC2)C)=C1 2-cyano-N-(1H-indazol-5-yl)-5-methyl-7-(4-(trifluoromethyl)phenyl)-4,7-dihydropyrazolo[1,5-a]pyrimidine-6-carboxamide